N-(1-(5-(3-((5-cyano-4-(4-fluorophenyl)thiazol-2-yl)(methyl)amino)-2-ethylimidazo[1,2-a]pyridin-6-yl)pyrimidin-2-yl)piperidin-4-yl)azetidine-3-carboxamide iron-chromium-aluminium [Al].[Cr].[Fe].C(#N)C1=C(N=C(S1)N(C1=C(N=C2N1C=C(C=C2)C=2C=NC(=NC2)N2CCC(CC2)NC(=O)C2CNC2)CC)C)C2=CC=C(C=C2)F